Ethyl (R)-3-(1-((tert-butoxycarbonyl) amino)-8-azaspiro[4.5]decan-8-yl)-5-methylpyrazine-2-carboxylate C(C)(C)(C)OC(=O)N[C@@H]1CCCC12CCN(CC2)C=2C(=NC=C(N2)C)C(=O)OCC